FC=1C=C(C=NC1OCC(F)(F)F)[C@@H](NC(=O)N1[C@@H](C(NCC1)=O)C)C1=NC(=C(C=C1)F)C(F)(F)F (2R)-N-((R)-(5-fluoro-6-(2,2,2-trifluoroethoxy)pyridin-3-yl)(5-fluoro-6-(trifluoromethyl)pyridin-2-yl)methyl)-2-methyl-3-oxopiperazine-1-carboxamide